N-[4-(Tetrahydropyran-4-yl)phenyl]formamide O1CCC(CC1)C1=CC=C(C=C1)NC=O